BrC=1C2=C(C=NC1)C(N(C2)C2CCC(CC2)C(=O)NC2=CC(=C(C=C2)C)OC)=O (1s,4s)-4-(7-Bromo-3-oxo-1H-pyrrolo[3,4-c]pyridin-2(3H)-yl)-N-(3-methoxy-4-methylphenyl)cyclohexanecarboxamide